O[C@H]1CN(C[C@@H]1NC)C=1C=C2CN3[C@@H](C2=CC1)CN(C[C@H]3C)C3=C1C=CC=NC1=C(C=C3)C#N 5-[(4R,10bS)-8-[(3S,4S)-3-hydroxy-4-(methylamino)pyrrolidin-1-yl]-4-methyl-3,4,6,10b-tetrahydro-1H-pyrazino[2,1-a]isoindol-2-yl]quinoline-8-carbonitrile